tetraethyl 1,4,8,11-tetraazacyclotetradecane-1,4,8,11-TETRAACETATE N1(CCN(CCCN(CCN(CCC1)CC(=O)OCC)CC(=O)OCC)CC(=O)OCC)CC(=O)OCC